CC=CC=CC=CCCCC=CC trideca-2,4,6,11-tetraene